NC=1C2=C(N=CN1)C(=NC(=C2)N(CCC#N)C)C2=C(C(=CC=C2C)O)C (S)-3-((4-amino-8-(3-hydroxy-2,6-dimethylphenyl)pyrido[3,4-d]pyrimidin-6-yl)(methyl)amino)propanenitrile